4-methoxy-α-methylbenzylamine COC1=CC=C(C(C)N)C=C1